trans-ethyl 4-(4-piperidyloxy)cyclohexanecarboxylate N1CCC(CC1)O[C@@H]1CC[C@H](CC1)C(=O)OCC